N2-(4-(4-(dimethylamino)piperidin-1-yl)-3-methoxyphenyl)-5-methyl-N4-phenylthieno[2,3-d]pyrimidine-2,4-diamine CN(C1CCN(CC1)C1=C(C=C(C=C1)NC=1N=C(C2=C(N1)SC=C2C)NC2=CC=CC=C2)OC)C